6-amino-1,3,3-trimethyl-indolin-2-one NC1=CC=C2C(C(N(C2=C1)C)=O)(C)C